COC1=C(C(=C(C=C1)C=C)C=C)OC dimethoxydivinylbenzene